2-chloro-5-[[5-(3,5-dichlorophenyl)-5-(trifluoromethyl)-4H-isoxazol-3-yl]amino]-N-[3-[(2,2-difluoroacetyl)amino]-2,4-difluoro-phenyl]benzamide ClC1=C(C(=O)NC2=C(C(=C(C=C2)F)NC(C(F)F)=O)F)C=C(C=C1)NC1=NOC(C1)(C(F)(F)F)C1=CC(=CC(=C1)Cl)Cl